chloro-5-(2,6-dimethoxyphenyl)-6-(6-ethoxypyridin-2-yl)-5H-pyrrolo[2,3-b]pyrazine ClC=1N=C2C(=NC1)N(C(=C2)C2=NC(=CC=C2)OCC)C2=C(C=CC=C2OC)OC